NCC1=NN(C2=NC=CC(=C21)NCCO)C2=CC=C(C=C2)OC(F)(F)F 2-((3-(aminomethyl)-1-(4-(trifluoromethoxy)phenyl)-1H-pyrazolo[3,4-b]pyridin-4-yl)amino)ethanol